CC1=CC=C(C=C1)S(=O)(=O)[O-].OCC[N+](C)(C)C 2-hydroxy-N,N,N-trimethylethanaminium 4-methylbenzenesulfonate